FC1=C2C(=CNC2=CC=C1)CCN(CC=C)C N-(2-(4-fluoro-1H-indol-3-yl)ethyl)-N-methylpropan-2-en-1-amine